FC(C1=CC=C(OC2=CC=C3CCN(CC3=C2)C(CCS(=O)(=O)C(F)(F)F)=O)C=C1)(F)F 1-(7-(4-(trifluorometh-yl)phenoxy)-3,4-dihydro-isoquinolin-2(1H)-yl)-3-((trifluoromethyl)sulfonyl)propan-1-one